bis(2,4-dichlorophenyl)-Oxalat ClC1=C(C=CC(=C1)Cl)OC(C(=O)OC1=C(C=C(C=C1)Cl)Cl)=O